diammonia dichloride [Cl-].[Cl-].N.N